aminooxetan NC1OCC1